6-Chloro-3-[[(1R)-1-(2-furo[3,2-c]pyridin-2-yl-3,6-dimethyl-4-oxo-chromen-8-yl)ethyl]amino]pyridine-2-carboxylic acid ClC1=CC=C(C(=N1)C(=O)O)N[C@H](C)C=1C=C(C=C2C(C(=C(OC12)C1=CC=2C=NC=CC2O1)C)=O)C